ClC1=NC(=C2C(=N1)N(N=C2)[C@H]2[C@@H]([C@@H]([C@H](O2)COC(COCC(=O)O)(CO)P(=O)(O)O)O)O)NC2CCCC2 (2-(((2R,3S,4R,5R)-5-(6-chloro-4-(cyclopentylamino)-1H-pyrazolo[3,4-d]pyrimidin-1-yl)-3,4-dihydroxytetrahydrofuran-2-yl)methoxy)-3-hydroxy-2-phosphonopropoxy)acetic acid